BrC=1C=C(CNNC(=O)NC2=CC(=C(C=C2)C)NC2=NC=CC(=N2)C=2C=NC=CC2)C=C(C1)Br 3,5-dibromobenzyl-4-(4-methyl-3-(4-(pyridine-3-yl)pyrimidine-2-yl-amino)phenyl)semicarbazide